C1=NN=CC2=C1C=CN=C2 pyrido[4,3-d]pyridazine